(4-(Cyclopropanecarbonyl)-2-fluorophenyl)carbamic acid tert-butyl ester C(C)(C)(C)OC(NC1=C(C=C(C=C1)C(=O)C1CC1)F)=O